C(C)N(C1=NC=CC=C1)CC 2-(diethylamino)pyridin